3-(5-fluoro-3-pyridinyl)-5-hydroxy-pyrazolidine-1,2-dicarboxylic acid di-tert-butyl ester C(C)(C)(C)OC(=O)N1N(C(CC1O)C=1C=NC=C(C1)F)C(=O)OC(C)(C)C